FC(C(=O)O)(F)F.ClC1=C(C=C(OCCCN2CCC(CC2)N)C=C1)F 1-(3-(4-chloro-3-fluorophenoxy)propyl)piperidin-4-amine trifluoroacetate salt